CN(C(=O)C1CCNCC1)C=1C=NC=CC1 N-methyl-N-(pyridin-3-yl)piperidine-4-carboxamide